(S)-3-(3-methoxy-4-(4-((1,4,5,6-tetrahydropyrimidin-2-yl)amino)piperidine-1-yl)benzamido)-2-(phenylsulfonamido)propionic acid COC=1C=C(C(=O)NC[C@@H](C(=O)O)NS(=O)(=O)C2=CC=CC=C2)C=CC1N1CCC(CC1)NC=1NCCCN1